1-(4-(3-((2-Chloro-4-phenoxyphenyl)amino)-1-((2-(trimethylsilyl)ethoxy)methyl)-1,4,5,6,8-pentazaacenaphthylen-5(1H)-yl)piperidin-1-yl)prop-2-en-1-one ClC1=C(C=CC(=C1)OC1=CC=CC=C1)NC=1C2=CN(C=3N=CN=C(N(N1)C1CCN(CC1)C(C=C)=O)C32)COCC[Si](C)(C)C